5-methyl-1-(2,2,2-trifluoroethyl)-6-(2-(2-(trifluoromethyl)pyrimidin-5-yl)-2,6-diazaspiro[3.4]octan-6-yl)-1,5-dihydro-4H-pyrazolo[3,4-d]pyrimidin-4-one CN1C(=NC2=C(C1=O)C=NN2CC(F)(F)F)N2CC1(CN(C1)C=1C=NC(=NC1)C(F)(F)F)CC2